Methyl 2-(6-acetyl-1-((2-(trimethylsilyl)ethoxy)methyl)-1H-pyrrolo[2,3-b]pyridin-2-yl)-5-methoxy-3-methylimidazo[1,2-a]pyridine-7-carboxylate C(C)(=O)C1=CC=C2C(=N1)N(C(=C2)C=2N=C1N(C(=CC(=C1)C(=O)OC)OC)C2C)COCC[Si](C)(C)C